N-tert-butyloxycarbonyl-sphingosine C(C)(C)(C)OC(=O)N[C@@H](CO)[C@H](O)\C=C\CCCCCCCCCCCCC